C12N(CC(CC1)C2)C(=O)C=2C=NN1C2C=CC=C1C1=CC=CC=C1 (2-azabicyclo[2.2.1]heptan-2-yl)(7-phenylpyrazolo[1,5-a]pyridin-3-yl)methanone